ClC1=CC=C(C(=C1CNC(OC(C)(C)C)=O)F)OC tert-butyl (6-chloro-2-fluoro-3-methoxybenzyl)carbamate